C(C)(C)(C)[Si](OC[C@@H]([C@@H](C(=O)OCOC(=O)OC1=CC=CC=C1)CC)CC1=CN=CN1C)(C)C ((phenoxycarbonyl)oxy)methyl (2S,3R)-4-((tert-butyldimethyl-silyl)-oxy)-2-ethyl-3-((1-methyl-1H-imidazol-5-yl)methyl)butanoate